2-(2,6-dioxopiperidin-3-yl)-5-((6-(5-(quinoxalin-2-yl)thiazol-2-yl)hexyl)amino)isoindoline-1,3-dione O=C1NC(CCC1N1C(C2=CC=C(C=C2C1=O)NCCCCCCC=1SC(=CN1)C1=NC2=CC=CC=C2N=C1)=O)=O